methyl 6-[2-(3,4-difluoro-2-methoxy-phenoxy)-5-fluoro-4-(trifluoromethyl)phenyl]-2,5-dimethyl-4-oxo-1H-pyridine-3-carboxylate FC=1C(=C(OC2=C(C=C(C(=C2)C(F)(F)F)F)C2=C(C(C(=C(N2)C)C(=O)OC)=O)C)C=CC1F)OC